C(=O)(OC(C)(C)C)NSC(S)=S.COC1=C(C=CC=C1C1=NN(C=N1)C)NC1=NC(=NC=C1C(=O)NC)NC1=CC=C(C=C1)N1CCOCC1 ((2-methoxy-3-(1-methyl-1H-1,2,4-triazol-3-yl)phenyl)amino)-N-methyl-2-((4-morpholinylphenyl)amino)pyrimidine-5-carboxamide Boc-aminotrithiocarbonate